ClC1=NC=NC(=C1C1(CC1)C(=O)N[C@H](C(=O)O)CCN(CCCCC1=NC=2NCCCC2C=C1)C[C@@H](CF)OC)C (S)-2-(1-(4-chloro-6-methylpyrimidin-5-yl)cyclopropane-1-carboxamido)-4-(((S)-3-fluoro-2-methoxypropyl)(4-(5,6,7,8-tetrahydro-1,8-naphthyridin-2-yl)butyl)amino)butanoic acid